[N+](=O)([O-])C1=CC=C(C=C1)C1=NC2=CC=CC=C2C=N1 2-(4-Nitrophenyl)quinazoline